C1(CC1)C([C@]1(NC(NC2=CC(=C(C=C12)F)CO)=O)C#CC1CC1)(F)F (S)-4-(cyclopropyldifluoromethyl)-4-(cyclopropylethynyl)-6-fluoro-7-(hydroxymethyl)-3,4-dihydroquinazolin-2(1H)-one